N-(2-benzoylphenyl)-N-benzyl-2-(4-(tert-butyl)phenoxy)acetamide C(C1=CC=CC=C1)(=O)C1=C(C=CC=C1)N(C(COC1=CC=C(C=C1)C(C)(C)C)=O)CC1=CC=CC=C1